(2S)-4-[7-(8-bromo-1-naphthyl)-2-chloro-6,8-dihydro-5H-pyrido[3,4-d]pyrimidin-4-yl]-2-(cyanomethyl)piperazine-1-carboxylic acid benzyl ester C(C1=CC=CC=C1)OC(=O)N1[C@H](CN(CC1)C=1C2=C(N=C(N1)Cl)CN(CC2)C2=CC=CC1=CC=CC(=C21)Br)CC#N